2-(4-((2-oxo-2,3-dihydro-1H-benzo[d]imidazol-1-yl)methyl)phenyl)acetic acid O=C1NC2=C(N1CC1=CC=C(C=C1)CC(=O)O)C=CC=C2